tert-butyl 1-((1-isopropyl-3-(3-(pyrrolidin-1-yl) phenyl)-1H-pyrazol-4-yl) methyl)-1,8-diazaspiro[4.5]decane-8-carboxylate C(C)(C)N1N=C(C(=C1)CN1CCCC12CCN(CC2)C(=O)OC(C)(C)C)C2=CC(=CC=C2)N2CCCC2